7-(3-bromopropoxy)-3-(4-methoxyphenyl)-4H-chromen-4-one BrCCCOC1=CC=C2C(C(=COC2=C1)C1=CC=C(C=C1)OC)=O